chloroformic acid p-nitrophenyl ester [N+](=O)([O-])C1=CC=C(C=C1)OC(=O)Cl